(S)-N-(7-(3-Hydroxy-3-methylbut-1-yn-1-yl)-5-methyl-4-oxo-2,3,4,5-tetrahydrobenzo[b][1,4]oxazepin-3-yl)-4-((6-methylpyridin-2-yl)methyl)-1H-pyrazol-1-carboxamid OC(C#CC1=CC2=C(OC[C@@H](C(N2C)=O)NC(=O)N2N=CC(=C2)CC2=NC(=CC=C2)C)C=C1)(C)C